C1(CC1)C1=C(C=NC2=CC=CN=C12)NC1=CC=C(C=C1)[C@@H](C(F)(F)F)N(C(=O)C1CCC(CC1)C(=O)OC)C methyl (1S,4r)-4-(((S)-1-(4-((4-cyclopropyl-1,5-naphthyridin-3-yl)amino)phenyl)-2,2,2-trifluoroethyl)(methyl)carbamoyl)cyclohexane-1-carboxylate